4-benzyl-2-chloro-6-(4-nitrophenyl)pyridine C(C1=CC=CC=C1)C1=CC(=NC(=C1)C1=CC=C(C=C1)[N+](=O)[O-])Cl